ClC1=CC=C(C=C1)C(C)(C)NC(CC1N(CCCC1)C)=O N-(2-(4-chlorophenyl)propan-2-yl)-2-(1-methyl-piperidin-2-yl)acetamide